2-[(2R,4S)-2-(1-cyclopropylpyrazol-4-yl)tetrahydropyran-4-yl]-4-[2-fluoro-4-(trifluoromethyl)phenyl]-7-methyl-pteridine C1(CC1)N1N=CC(=C1)[C@@H]1OCC[C@@H](C1)C1=NC2=NC(=CN=C2C(=N1)C1=C(C=C(C=C1)C(F)(F)F)F)C